FC1=C(C=CC=C1F)NC=1C2=C(N=CN1)C=CC(=N2)N2[C@@H]1CN([C@H](C2)C1)C(C=C)=O 1-((1S,4S)-5-(4-((2,3-difluorophenyl)amino)pyrido[3,2-d]pyrimidin-6-yl)-2,5-diazabicyclo[2.2.1]heptan-2-yl)prop-2-en-1-one